FC=1C=C(OCCNCCC)C=C(C1)S(=O)(=O)C [2-(3-fluoro-5-methanesulfonyl-phenoxy)ethyl](propyl)amine